C(#N)C=1C=NN(C1C1=C(C(OC(=C1)C(=O)NC=1SC(=NN1)N1N=CC=C1C)=O)OC)C 4-(4-cyano-1-methyl-1H-pyrazol-5-yl)-3-methoxy-N-(5-(5-methyl-1H-pyrazol-1-yl)-1,3,4-thiadiazol-2-yl)-2-oxo-2H-pyran-6-carboxamide